COC=1C=NC2=CC=C(C=C2N1)/C=C/C(=O)OCC Ethyl (E)-3-(3-methoxyquinoxalin-6-yl)acrylate